O=C(CCNC(=N)N)N1CC2=CC(=CC=C2CC1)OC1=CC=C(C=C1)C(F)(F)F 1-(3-oxo-3-(7-(4-(trifluoromethyl)phenoxy)-3,4-dihydroisoquinolin-2(1H)-yl)propyl)-guanidine